ClC1=C(C(=CC=C1Cl)OC)[C@H]1C[C@@H]2N(C([C@@H](NC2)C)=O)C1 (3S,7R,8aS)-7-(2,3-dichloro-6-methoxyphenyl)-3-methyl-hexahydro-1H-pyrrolo[1,2-a]pyrazin-4-one